FC(C(=O)NC1=CC(=CC=C1)B1OC(C(O1)(C)C)(C)C)=C 2-fluoro-N-[3-(4,4,5,5-tetramethyl-1,3,2-dioxaborolan-2-yl)phenyl]prop-2-enamide